1-[(2R,3S,4R,5R)-3-chloro-5-(chloromethyl)-4-[(4-methoxyphenyl)diphenylmethoxy]-5-{[(4-methoxyphenyl)diphenylmethoxy]methyl}oxolan-2-yl]-5-fluoro-3H-pyrimidine-2,4-dione Cl[C@@H]1[C@@H](O[C@@]([C@H]1OC(C1=CC=CC=C1)(C1=CC=CC=C1)C1=CC=C(C=C1)OC)(COC(C1=CC=CC=C1)(C1=CC=CC=C1)C1=CC=C(C=C1)OC)CCl)N1C(NC(C(=C1)F)=O)=O